CC1=NN(C(=C1)C(=O)N=C=S)CC(F)(F)F 3-methyl-1-(2,2,2-trifluoroethyl)-1H-pyrazole-5-carbonyl isothiocyanate